(7-isobutoxy-4-phenyl-3,4-dihydroisoquinolin-2(1H)-yl)prop-2-en-1-one C(C(C)C)OC1=CC=C2C(CN(CC2=C1)C(C=C)=O)C1=CC=CC=C1